N-((3R,5S)-5-((1H-1,2,3-triazol-1-yl)methyl)pyrrolidin-3-yl)-4-(3-(trifluoromethyl)phenyl)pyridine N1(N=NC=C1)C[C@@H]1C[C@H](CN1)N1CC=C(C=C1)C1=CC(=CC=C1)C(F)(F)F